4-(((3r,4s)-4-((4-chlorophenyl)sulfonyl)-3-hydroxy-3-(hydroxymethyl)pyrrolidin-1-yl)sulfonyl)-3-cyclopropoxybenzonitrile ClC1=CC=C(C=C1)S(=O)(=O)[C@@H]1[C@@](CN(C1)S(=O)(=O)C1=C(C=C(C#N)C=C1)OC1CC1)(CO)O